NC1=NC(=NN2C1=NC=C2CC=2C=C(C(=NC2)N2CCN(CC2)C(CNC)=O)C)N[C@@H](C)CCC (S)-1-(4-(5-((4-amino-2-(pentan-2-ylamino)imidazo[2,1-f][1,2,4]triazin-7-yl)methyl)-3-methylpyridin-2-yl)-piperazin-1-yl)-2-(methylamino)ethan-1-one